(3R)-3-methyl-2,3,4,5-tetrahydropyrido[3,4-f][1,4]oxazepine-9-Carbonitrile C[C@@H]1COC2=C(CN1)C=NC=C2C#N